CC1=CC=C(C=C1)S(=O)(=O)N=C=O p-toluenesulfonylisocyanate